C(=O)=I(C#N)=C=O dicarbonyl-cyanogen iodide